2,6-di-tert-butoxycarbonylaminocaproic acid C(C)(C)(C)OC(=O)NC(C(=O)O)CCCCNC(=O)OC(C)(C)C